C(C1=CC=CC=C1)=C1C(=NOC1=O)C 4-benzylidene-3-methylisoxazol-5(4H)-one